2,2-dimethyl-1-(4-(((2S,3R,4R,5S)-3,4,5-trihydroxy-2-(hydroxymethyl)piperidin-1-yl)methyl)piperidin-1-yl)propan-1-one CC(C(=O)N1CCC(CC1)CN1[C@H]([C@H]([C@@H]([C@H](C1)O)O)O)CO)(C)C